6-(2-((5-cyclopropyl-3-(2,6-dichlorophenyl)isoxazol-4-yl)amino)-7-azaspiro[3.5]non-7-yl)pyridazine-3-carboxylic acid C1(CC1)C1=C(C(=NO1)C1=C(C=CC=C1Cl)Cl)NC1CC2(C1)CCN(CC2)C2=CC=C(N=N2)C(=O)O